(R)-3-(1-((7-methoxy-2-methyl-6-(2-methyl-1-oxo-2,8-diazaspiro[4.5]decan-8-yl)quinazolin-4-yl)amino)ethyl)-2-methylbenzonitrile COC1=C(C=C2C(=NC(=NC2=C1)C)N[C@H](C)C=1C(=C(C#N)C=CC1)C)N1CCC2(CCN(C2=O)C)CC1